exo-2,7,7-trimethylbicyclo[2.2.1]heptan-2-ol CC1(C2CCC1C(C2)(C)O)C